Diethyl 1H-pyrazole-2,4-dicarboxylate N1N(CC(=C1)C(=O)OCC)C(=O)OCC